ClC1=CC=C(C=C1)N(C(=O)N)CCN1CCCCC1 (4-chlorophenyl)-1-[2-(piperidin-1-yl)ethyl]Urea